O=C1N(CCC1)C1=C(C=CC=C1)NC(C1=CC=C(C=C1)NS(=O)(=O)C1=CC=CC=C1)=O N-(2-(2-oxopyrrolidin-1-yl)phenyl)-4-(phenylsulfonamido)benzamide